N4-ethylcytosine C(C)NC1=NC(NC=C1)=O